CN1N=NC(=C1NC(O[C@H](CF)C1=CC=CC=C1)=O)C1=NC(=C(C=C1)NS(=O)(=O)C)NC (S)-2-fluoro-1-phenylethyl (1-methyl-4-(6-(methylamino)-5-(methylsulfonamido)pyridin-2-yl)-1H-1,2,3-triazol-5-yl)carbamate